2-(4-cyano-2-ethyl-6-isopropylphenyl)-N-(4-((dimethylamino)methyl)phenylsulfonimidoyl)acetamide C(#N)C1=CC(=C(C(=C1)C(C)C)CC(=O)NS(=O)(=N)C1=CC=C(C=C1)CN(C)C)CC